N3-(2,6-dimethylphenyl)-N6-phenyl-1-((tetrahydro-2H-pyran-4-yl)methyl)-1H-indazole-3,6-diamine CC1=C(C(=CC=C1)C)NC1=NN(C2=CC(=CC=C12)NC1=CC=CC=C1)CC1CCOCC1